C(C)(=O)C1=CC=C(C=C1)N1CN2N(CC=C3C2C=2C=CC(=CC2OC3(CF)CF)O)C1 2-(4-acetylphenyl)-7,7-bis(fluoromethyl)-10-hydroxy-5,12b-dihydro-1H,7H-chromeno[4,3-c][1,2,4]triazolo[1,2-a]Pyridazine